CC([C@@H](C(=O)OC(C)(C)C)N1CCOCC1)C tert-Butyl (S)-3-methyl-2-morpholinobutanoate